BrC=1C=CC2=C(N(C[C@@H](N(C2)CC2=CC(=CC=C2)OC)C)C)C1 (S)-8-bromo-4-(3-methoxybenzyl)-1,3-dimethyl-3,4-dihydro-1H-benzo[e][1,4]diazepine